NC1=C(C=CC(=N1)C=1C=C(C=CC1F)CC(C(=O)OC(C)(C)C)(C)C)F tert-butyl 3-(3-(6-amino-5-fluoropyridin-2-yl)-4-fluorophenyl)-2,2-dimethylpropanoate